3-((tert-Butoxycarbonyl)(methyl)amino)thiophene-2-carboxylic acid C(C)(C)(C)OC(=O)N(C1=C(SC=C1)C(=O)O)C